[Na+].C(CP([O-])([O-])=O)P([O-])([O-])=O.ClC=1N=C(C2=C(N1)CCS2)NC2(CCC2)CO.[Na+].[Na+].[Na+] (1-((2-chloro-6,7-dihydrothieno[3,2-d]pyrimidin-4-yl)amino)cyclobutyl)methanol ethylenediphosphonate sodium